(S)-tert-butyl (1-(2-cyclopropyl-4-(2-(difluoromethyl)pyridin-4-yl)phenoxy)-2,4-dimethylpentan-2-yl)carbamate C1(CC1)C1=C(OC[C@@](CC(C)C)(C)NC(OC(C)(C)C)=O)C=CC(=C1)C1=CC(=NC=C1)C(F)F